C(=CCC)C=1SC=CN1 butenylthiazol